N-[(1S)-1-[[(1R)-1-(1H-benzimidazol-2-yl)ethyl]carbamoyl]-3-[(2S)-2-methyl-1-piperidyl]-3-oxo-propyl]-4-methyl-pentanamide N1C(=NC2=C1C=CC=C2)[C@@H](C)NC(=O)[C@H](CC(=O)N2[C@H](CCCC2)C)NC(CCC(C)C)=O